CN(C([C@@H](C)N1C2=C(OC(C1=O)(F)F)C=C(C(=C2)C2=C(C(=C(C(=C2F)F)F)F)F)F)=O)CCC(=O)OC |r| racemic-methyl 3-(N-methyl-2-(2,2,7-trifluoro-3-oxo-6-(perfluorophenyl)-2,3-dihydro-4H-benzo[B][1,4]oxazin-4-yl)propanamido)propanoate